N(=NC(=O)N)C(=O)N 1,1'-azobis-formamide